L-3,4-dihydroxyphenylalanine methyl ester COC([C@@H](N)CC1=CC(=C(C=C1)O)O)=O